NC1=C2N=CN(C2=NC(=N1)Cl)[C@H]1[C@@H]([C@H]([C@H](O1)COC(C(=O)O)(C(=O)O)CC1=CC=CC=C1)C#C)O 2-(((2S,3R,4R,5R)-5-(6-amino-2-chloro-9H-purin-9-yl)-3-ethynyl-4-hydroxytetrahydrofuran-2-yl)methoxy)-2-phenylmethylmalonic acid